2-((1r,4r)-4-hydroxycyclohexylamino)-4-(1-methylcyclopropylamino)pyrimidine-5-carboxamide OC1CCC(CC1)NC1=NC=C(C(=N1)NC1(CC1)C)C(=O)N